CC1(OC[C@H](O1)C1=CC(=CN=N1)N)C |r| Rac-6-(2,2-dimethyl-1,3-dioxolan-4-yl)pyridazin-4-amine